C(N)(O[C@H](C(=O)N[C@H](C(=O)NC1=CC=C(C=C1)CO)CCCNC(=O)N)C(C)C)=O ((S)-1-(((S)-1-((4-(hydroxymethyl)phenyl)amino)-1-oxo-5-ureidopentan-2-yl)amino)-3-methyl-1-oxobutan-2-yl) carbamate